tert-butyl 4-(7-bromo-2,8-difluoro-6-iodoquinazolin-4-yl)piperazine-1-carboxylate BrC1=C(C=C2C(=NC(=NC2=C1F)F)N1CCN(CC1)C(=O)OC(C)(C)C)I